COC[C@H]1COC2=C(O1)C=CC(=C2)C#CC2=C1C=C(N=CC1=C(N=C2)NC)NC(=O)C2CC2 (S)-N-(5-((2-(methoxymethyl)-2,3-dihydrobenzo[b][1,4]dioxin-6-yl)ethynyl)-8-(methylamino)-2,7-naphthyridin-3-yl)cyclopropanecarboxamide